COC=1N=CC=C2C1N(C=C2C2=C(OC1=CC=C(C(=O)OC)C=C1)C=C(C(=C2)[N+](=O)[O-])C)C methyl 4-(2-(7-methoxy-1-methyl-1H-pyrrolo[2,3-c]pyridin-3-yl)-5-methyl-4-nitrophenoxy)benzoate